tert-Butyl (1R,3S,5R)-5-((((benzyloxy)carbonyl)(2,2-dimethylhex-5-en-1-yl)amino)methyl)-3-((3-methyl-6-(trifluoromethyl)pyridin-2-yl)carbamoyl)-2-azabicyclo[3.1.0]hexane-2-carboxylate C(C1=CC=CC=C1)OC(=O)N(CC(CCC=C)(C)C)C[C@]12C[C@H](N([C@@H]2C1)C(=O)OC(C)(C)C)C(NC1=NC(=CC=C1C)C(F)(F)F)=O